5-(3-cyclopropyl-1-((R)-1,1-dimethylethylsulfinyl)-1-(pyridin-4-yl) propyl)-2-fluorophenylpyrrolidine-1-carboxylate C1(CC1)CCC(C1=CC=NC=C1)([S@](=O)C(C)(C)C)C=1C=CC(=C(C1)OC(=O)N1CCCC1)F